4-((2S,5r)-4-(bis(4-fluorophenyl)methyl)-2,5-dimethylpiperazin-1-yl)-6-bromo-1-methyl-2-oxo-1,2-dihydro-1,5-naphthyridine-3-carbonitrile FC1=CC=C(C=C1)C(N1C[C@@H](N(C[C@H]1C)C1=C(C(N(C2=CC=C(N=C12)Br)C)=O)C#N)C)C1=CC=C(C=C1)F